C(CCC)P(CCCCCCCCCCCCCCCC)(CCCC)(CCCC)Cl tributyl-(hexadecyl)phosphorus chloride